Cl.Cl.C(C)N(C1=CC=C(C=C1)N)CC N,N-diethyl-p-phenylenediamine dihydrochloride